OCC1(CCN(CC1)C(=O)OC(C)(C)C)C1=NC=CC=C1 tert-butyl 4-(hydroxymethyl)-4-(pyridin-2-yl)piperidine-1-carboxylate